(2R,3R)-3,5,7-trihydroxy-2-(3,4,5-trihydroxyphenyl)chroman-4-one O[C@@H]1[C@H](OC2=CC(=CC(=C2C1=O)O)O)C1=CC(=C(C(=C1)O)O)O